4-[5-(1-hydroxy-1-methyl-ethyl)-2-[2-oxo-5-[3-(4-piperidylmethyl)azetidin-1-yl]-1-pyridyl]phenyl]-6-methyl-1-(p-tolylsulfonyl)pyrrolo[2,3-c]pyridin-7-one OC(C)(C)C=1C=CC(=C(C1)C=1C2=C(C(N(C1)C)=O)N(C=C2)S(=O)(=O)C2=CC=C(C=C2)C)N2C(C=CC(=C2)N2CC(C2)CC2CCNCC2)=O